BrC1=C(N=C(N1COCC[Si](C)(C)C)C1=CC=C(C=C1)F)[C@H](CCCCCC(CC)=O)NC(=O)C1CN(C1)C (S)-N-(1-(5-bromo-2-(4-fluorophenyl)-1-((2-(trimethylsilyl)ethoxy)methyl)-1H-imidazol-4-yl)-7-oxononyl)-1-methylazetidine-3-carboxamide